C(C)(C)(C)OC(=O)N1CCN(CC1)CC1=C(C=CC=C1)O 4-(2-hydroxybenzyl)piperazine-1-carboxylic acid tert-butyl ester